COC1=CC2=C(C=N1)CC1(CCNCC1)[C@@H]2N[S@](=O)C(C)(C)C (R)-N-[(5S)-3-methoxyspiro[5,7-dihydro-cyclopenta[c]pyridin-6,4'-piperidin]-5-yl]-2-methyl-propane-2-sulfinamide